(1R,2S)-2-(3-((5-methoxy-2-methylpyrimidin-4-yl)amino)-1H-indazol-6-yl)-1'-methyl-spiro[cyclopropan-1,3'-indolin]-2'-one COC=1C(=NC(=NC1)C)NC1=NNC2=CC(=CC=C12)[C@@H]1C[C@@]12C(N(C1=CC=CC=C21)C)=O